2-(bromomethyl)-1,3-difluoro-5-(methoxymethoxy)benzene BrCC1=C(C=C(C=C1F)OCOC)F